FC(C1(CC1)NC(O[C@H]1CN(CC1(F)F)C1=CC(=NC(=N1)C)C=1C(=NC(=NC1)OC(C)(C)C)OC(C)(C)C)=O)(F)F (S)-1-(2',4'-di-tert-butoxy-2-methyl-[4,5'-bipyrimidin]-6-yl)-4,4-difluoropyrrolidin-3-yl (1-(trifluoromethyl)cyclopropyl)carbamate